F[P-](F)(F)(F)(F)F.[NH2+]1N=[N+](C2=C1C=CC=C2)[O-] 1H-benzotriazolium 3-oxide hexafluorophosphate